(2-hydroxy-2-(4-nitrophenyl)ethyl)(2-hydroxyethyl)carbamic acid tert-butyl ester C(C)(C)(C)OC(N(CCO)CC(C1=CC=C(C=C1)[N+](=O)[O-])O)=O